oxoethylene glycol titanium [Ti].O=C(CO)O